(2S,4S)-1-((phenoxathiine-3-carbonyl)glycyl)-4-phenyl-N-((R)-1-(1-(phenylsulfonyl)-1H-pyrrolo[3,2-c]pyridin-2-yl)ethyl)pyrrolidine-2-carboxamide C1=CC(=CC=2OC3=CC=CC=C3SC12)C(=O)NCC(=O)N1[C@@H](C[C@H](C1)C1=CC=CC=C1)C(=O)N[C@H](C)C1=CC=2C=NC=CC2N1S(=O)(=O)C1=CC=CC=C1